ClC=1N=C2CCCNC2=CC1 6-chloro-3,4-dihydro-1H-1,5-naphthyridin